COC1=CC=C(C=C1)C1=C(C=CC=C1)C(=O)C1=C(C=CC=C1)C1=CC=C(C=C1)OC (R)-4-methoxyphenyl-phenyl ketone